COC(OC)=O.C1CCCCCCCCC1.C1CCCCCCCCC1.C1CCCCCCCCC1 tricyclodecane dimethyl-carbonate